BrC1=C(C=CC2=C1C=C(O2)C(=O)O)N2CCN(CC2)CC=2SC(=CC2)Cl 4-bromo-5-[4-(5-chloro-thiophen-2-ylmethyl)-piperazin-1-yl]-benzofuran-2-carboxylic acid